CC1=CC=C(C=C1)C1=CC(=NN1C1=CC=C(C=C1)CC1=CC(=C(C(=C1)OC)OC)OC)C(F)(F)F 5-(p-methylphenyl)-3-(trifluoromethyl)-1-(4-(3,4,5-trimethoxybenzyl)phenyl)-1H-pyrazole